C(C)(C)C1=NN2C(C(=N1)NC=1N=CN(C1)C1=CC(=C(C(=C1)OC)OC)OC)=CC=C2 2-isopropyl-N-(1-(3,4,5-trimethoxyphenyl)-1H-imidazol-4-yl)pyrrolo[2,1-f][1,2,4]triazin-4-amine